1-(5-(difluoromethyl)-1,3,4-thiadiazol-2-yl)-4-((3S,5S)-3,5-dimethylpiperazin-1-yl)-N-(3-(fluoromethyl)oxetan-3-yl)-1H-benzo[d][1,2,3]triazole-6-sulfonamide FC(C1=NN=C(S1)N1N=NC2=C1C=C(C=C2N2C[C@@H](N[C@H](C2)C)C)S(=O)(=O)NC2(COC2)CF)F